(3aR,5s,6aS)-N-(5-(2-chloro-5-fluorophenyl)pyrimidin-2-yl)-2-(3,3-dimethylbutyl)octahydro-cyclopenta[c]pyrrol-5-amine ClC1=C(C=C(C=C1)F)C=1C=NC(=NC1)NC1C[C@@H]2[C@@H](CN(C2)CCC(C)(C)C)C1